13-Bromo-14-hydroxy-4-methoxy-10,16,16-trioxo-9-oxa-16λ6-thia-5,17-diazatetracyclo[16.3.1.111,15.02,7]tricosa-1(21),2(7),3,5,11,13,15(23),18(22),19-nonaene-19-carbonitrile BrC=1C=C2C(OCC=3C=NC(=CC3C3=CC=C(C(NS(C(C1O)=C2)(=O)=O)=C3)C#N)OC)=O